(3-Fluoro-6-methoxypyridin-2-yl)(5-{[2-(6-isopropylpyridin-3-yl)imidazo[1,2-a]pyridin-3-yl]-methyl}-2,5-diazabicyclo[2.2.2]oct-2-yl)methanon FC=1C(=NC(=CC1)OC)C(=O)N1C2CN(C(C1)CC2)CC2=C(N=C1N2C=CC=C1)C=1C=NC(=CC1)C(C)C